(5-(trifluoromethyl)pyridin-3-yl)aminocarboxylic acid tert-butyl ester C(C)(C)(C)OC(=O)NC=1C=NC=C(C1)C(F)(F)F